NC1=C2C(=NC=N1)N(N=C2C=2C=NC(=CC2)N2CCOCC2)C(C)C=2OC1=CC=CC=C1C(C2C2=CC(=CC=C2)F)=O 2-(1-(4-amino-3-(6-morpholinylpyridin-3-yl)-1H-pyrazolo[3,4-d]pyrimidin-1-yl)ethyl)-3-(3-fluorophenyl)-4H-chromen-4-one